N-(1-(1-(2,4-bis(trifluoromethyl)phenyl)ethyl)-1H-pyrazol-4-yl)-5-(furan-2-yl)nicotinamide FC(C1=C(C=CC(=C1)C(F)(F)F)C(C)N1N=CC(=C1)NC(C1=CN=CC(=C1)C=1OC=CC1)=O)(F)F